3-Chloro-5-[(7S)-6-(2-chloro-3-methoxy-benzoyl)-2,7-dimethyl-5,7-dihydro-4H-pyrazolo[3,4-c]pyridin-3-yl]benzenesulfonamide ClC=1C=C(C=C(C1)C=1N(N=C2[C@@H](N(CCC21)C(C2=C(C(=CC=C2)OC)Cl)=O)C)C)S(=O)(=O)N